7-methyl-5-nonanol CC(CC(CCCC)O)CC